C1(=CC=CC=2SC3=C(C21)C=CC=C3)NC3CCC(CC3)=O 4-(dibenzothiophenylamino)cyclohexanone